C1(CC1)C1=C(C=C(C(=N1)F)N)F 6-cyclopropyl-2,5-difluoropyridin-3-amine